COC1=CC=C(C=N1)C=O 6-methoxypyridine-3-carbaldehyde